CC(CCCCCOC(C(C)OC1=CC(=C(C=C1)C1=NC(=NC(=N1)C1=CC=C(C=C1)C1=CC=CC=C1)C1=CC=C(C=C1)C1=CC=CC=C1)O)=O)C 2-[4-(4,6-bis(biphenyl-4-yl)-[1,3,5]triazin-2-yl)-3-hydroxyphenoxy]-propionic acid 6-methylheptyl ester